FC(COC1=CC(=CC=C1)I)F 1-(2,2-difluoroethoxy)-3-iodobenzene